3-p-mentha-1,8-dien-3-yl-6-pentyl-beta-resorcylic acid C1(=CC(C(CC1)C(=C)C)C1=C(C(C(=O)O)=C(C=C1O)CCCCC)O)C